C1(=CC=CC2=CC=CC=C12)N(C1=CC=C(C2=CC=C(N(C3=CC=CC=C3)C3=CC=CC4=CC=CC=C34)C=C2)C=C1)C1=CC=CC=C1 bis(naphthalen-1-yl)-N,N'-bis(phenyl)benzidine